5'-(2-(((1r,4r)-4-aminocyclohexyl)amino)-1-phenylethyl)-2'-chloro-6-fluoro-5-(2-methoxyethoxy)-[1,1'-biphenyl]-2-carboxamide NC1CCC(CC1)NCC(C1=CC=CC=C1)C=1C=CC(=C(C1)C=1C(=CC=C(C1F)OCCOC)C(=O)N)Cl